5-(2-Fluoro-6-methylphenyl)-3-(4-(3,3,4-trimethylpiperazin-1-yl)phenyl)-1H-pyrazolo[4,3-c]pyridazin-6(5H)-on FC1=C(C(=CC=C1)C)N1N=C2C(=CC1=O)NN=C2C2=CC=C(C=C2)N2CC(N(CC2)C)(C)C